2-(2-Bromo-5-ethyl-7-oxo-[1,2,4]triazolo[1,5-a]pyrimidin-4(7H)-yl)-N-(2,5-dichloro-4-(trifluoromethyl)phenyl)acetamide BrC1=NN2C(N(C(=CC2=O)CC)CC(=O)NC2=C(C=C(C(=C2)Cl)C(F)(F)F)Cl)=N1